C(#C)C1=CC=C(C(=O)N2C(CN(CC2)C2=C(C=C(C(=O)O)C=C2)C2=CC=C(C=C2)C2=CC=C(C=C2)O)C)C=C1 4-[4-(4-ethynylbenzoyl)-3-methyl-piperazin-1-yl]-3-[4-(4-hydroxyphenyl)phenyl]benzoic acid